(S)-2-(8-((3-aminobicyclo[1.1.1]pentan-1-yl)methyl)-6,6a,7,8,9,10-hexahydro-5H-pyrazino[1',2':4,5]pyrazino[2,3-c]pyridazin-2-yl)phenol NC12CC(C1)(C2)CN2C[C@H]1N(C=3C(=NN=C(C3)C3=C(C=CC=C3)O)NC1)CC2